N[C@H](C(=O)OC)CC1=CC=C(C=2N1C=CN2)C2=C(C1=C(N(C2=O)C)CCC1)C(F)(F)F methyl (S)-2-amino-3-(8-(1-methyl-2-oxo-4-(trifluoromethyl)-2,5,6,7-tetrahydro-1H-cyclopenta[b]pyridin-3-yl)imidazo[1,2-a]pyridin-5-yl)propanoate